The molecule is a stilbenoid that is the (+)-trans-stereoisomer of epsilon-viniferin, obtained by cyclodimerisation of trans-resveratrol. It is a member of 1-benzofurans, a polyphenol and a stilbenoid. It derives from a trans-resveratrol. It is an enantiomer of a (-)-trans-epsilon-viniferin. C1=CC(=CC=C1/C=C/C2=C3[C@@H]([C@H](OC3=CC(=C2)O)C4=CC=C(C=C4)O)C5=CC(=CC(=C5)O)O)O